4-fluoro-N-{[3-fluoro-4-(propan-2-yl)phenyl](phenyl)methyl}-1-(2-{[1,2,4]triazolo[1,5-a]pyridin-6-yl}acetyl)pyrrolidine-2-carboxamide FC1CC(N(C1)C(CC=1C=CC=2N(C1)N=CN2)=O)C(=O)NC(C2=CC=CC=C2)C2=CC(=C(C=C2)C(C)C)F